ClC1=NC=C(C=C1)C1=C(C=CC=C1F)OC(F)F 2-chloro-5-(2-(difluoromethoxy)-6-fluorophenyl)pyridine